rac-6-(2-ethoxyphenyl)-3-[cis-4-hydroxy-2-methylpiperidin-1-yl]pyridine-2-carbonitrile C(C)OC1=C(C=CC=C1)C1=CC=C(C(=N1)C#N)N1[C@H](C[C@H](CC1)O)C |r|